FC=1C=C(CNC(OCC2=CC=C(C=C2)[C@H]2[C@@H](C2)C(NC=2C=C3C=CN=CC3=CC2)=O)=O)C=CC1 trans-4-(2-(isoquinolin-6-ylcarbamoyl)cyclopropyl)benzyl (3-fluorobenzyl)carbamate